FS(F)(F)(F)(F)CC1(OCCC1)C1=CC=CC=C1 2-((Pentafluoro-λ6-sulfanyl)methyl)-2-phenyltetrahydrofuran